N-((1R,3s,5S)-8-(4-(trifluoromethyl)benzyl)-8-azabicyclo[3.2.1]octan-3-yl)-1H-indole-6-carboxamide FC(C1=CC=C(CN2[C@H]3CC(C[C@@H]2CC3)NC(=O)C3=CC=C2C=CNC2=C3)C=C1)(F)F